CN(C=1C=C(CN(C2=CC(=CC=C2)COCCOCC2=CC(=CC=C2)OC)CC2=CC(=CC=C2)OC)C=CC1)C N-(3-(dimethylamino)benzyl)-N-(3-methoxybenzyl)-3-((2-(3-methoxybenzyloxy)ethoxy)methyl)aniline